2-Chloro-N-{2-[4-(difluoromethyl)-1,3-thiazol-5-yl]-2-{4-[(5-methylpyrimidin-2-yl)oxy]piperidin-1-yl}ethyl}-6-fluorobenzamid ClC1=C(C(=O)NCC(N2CCC(CC2)OC2=NC=C(C=N2)C)C2=C(N=CS2)C(F)F)C(=CC=C1)F